5-[3-(2,4-dimethylphenylamino)-2-hydroxypropyl]-1,3,4-oxadiazol-2(3H)-one CC1=C(C=CC(=C1)C)NCC(CC1=NNC(O1)=O)O